ClC1=CC2=C(C=N1)C1(CN2C=2SC(=C(N2)C)C)CC1 2-(6'-chlorospiro[cyclopropane-1,3'-pyrrolo[3,2-c]pyridin]-1'(2'h)-yl)-4,5-dimethylthiazole